(E)-3-((3-((E)-4-(morpholinomethyl)styryl)-1H-indazol-6-yl)methylene)-4-phenylpyrrolidine O1CCN(CC1)CC1=CC=C(/C=C/C2=NNC3=CC(=CC=C23)\C=C/2\CNCC2C2=CC=CC=C2)C=C1